tert-butyl 2-(trifluoromethoxy)-6-oxa-9-azaspiro[4.5]decane-9-carboxylate FC(OC1CC2(CC1)OCCN(C2)C(=O)OC(C)(C)C)(F)F